2-(4-(3-isopropyl-2-(3-(methoxymethyl)-[1,2,4]triazolo[4,3-a]pyridin-6-yl)-1H-indol-5-yl)piperidin-1-yl)-N,N-dimethylacetamide C(C)(C)C1=C(NC2=CC=C(C=C12)C1CCN(CC1)CC(=O)N(C)C)C=1C=CC=2N(C1)C(=NN2)COC